(1r,2s)-(+)-cis-1-amino-2-indanol C1[C@@H]([C@@H](C2=CC=CC=C21)N)O